6-(Cyclopropylethynyl)-1H-indole-1,2-dicarboxylic acid 1-tert-butyl 2-methyl ester COC(=O)C=1N(C2=CC(=CC=C2C1)C#CC1CC1)C(=O)OC(C)(C)C